4-amino-2-methoxy-N-(4-methoxyphenyl)benzamide NC1=CC(=C(C(=O)NC2=CC=C(C=C2)OC)C=C1)OC